5,6-dihydro-benzimidazole N1=CNC=2C1=CCCC2